COC=1C=C(C=CC1OC)C1=NC2=C(N1)C=C(C=C2C)C2CCN(CC2)C2CC1(CN(C1)C(C)C)C2 2-(3,4-dimethoxyphenyl)-6-(1-(2-isopropyl-2-azaspiro[3.3]heptan-6-yl)piperidin-4-yl)-4-methyl-1H-benzo[d]imidazole